CC1=NN2C(=NC=C(C2=N1)C)C=1OC(=CC1)C 2,8-dimethyl-5-(5-methylfuran-2-yl)-[1,2,4]triazolo[1,5-c]pyrimidin